ethyl (Z)-5-(5-((8-bromo-6-((2-((tert-butoxycarbonyl)imino)-3-methyl-2,3-dihydro-1H-imidazol-1-yl)methyl)-4-oxochroman-3-yl)methyl)-2-chlorophenoxy)pentanoate BrC=1C=C(C=C2C(C(COC12)CC=1C=CC(=C(OCCCCC(=O)OCC)C1)Cl)=O)CN1\C(\N(C=C1)C)=N/C(=O)OC(C)(C)C